8-amino-N-[5-(1,4'-bipiperidin-1'-ylcarbonyl)-1,3-thiazol-2-yl]-4,4-dimethyl-4,5-dihydro-1H-pyrazolo[4,3-H]quinazoline-3-carboxamide NC1=NC=2C3=C(C(CC2C=N1)(C)C)C(=NN3)C(=O)NC=3SC(=CN3)C(=O)N3CCC(CC3)N3CCCCC3